CN(C/C=C/C(=O)N(C)[C@H](C(=O)NCCCOC=1C=C(C=CC1)NC=1C(=NC(=C(N1)NC1CCOCC1)C)C(=O)N)C)C (S,E)-3-((3-(3-(2-(4-(dimethylamino)-N-methylbut-2-enamido)propanamido)propoxy)phenyl)amino)-6-methyl-5-((tetrahydro-2H-pyran-4-yl)amino)pyrazine-2-carboxamide